CC1CN(CC(O1)C)C=1C=C2C(=NC=3N(C2=CN1)C=CN3)NC(C)C=3C(=C(C#N)C=CC3)C 3-{1-[7-(2,6-Dimethyl-morpholin-4-yl)-3,4,8,9b-tetraaza-cyclopenta[a]naphthalen-5-ylamino]-ethyl}-2-methyl-benzonitrile